COC1=CC=2N(C=C1N)C=C(N2)C 7-methoxy-2-methylimidazo[1,2-a]Pyridin-6-amine